C(C)OC(=O)C1=C(N=C2N1N=CC=C2)C2=CC=CC=C2 2-Phenylimidazo[1,2-b]pyridazine-3-carboxylic acid ethyl ester